C1(CC1)N1CCN(CC1)C1=CC=C(C=N1)C=1C=NC=2CCN(CC2C1)C1=C(C(=C(N=N1)C#N)C)C 6-(3-(6-(4-cyclopropylpiperazin-1-yl)pyridin-3-yl)-7,8-dihydro-1,6-naphthyridin-6(5H)-yl)-4,5-dimethylpyridazine-3-carbonitrile